OC(CNC(OC(C)(C)C)=O)CC#C tert-butyl N-(2-hydroxypent-4-ynyl)carbamate